COC(=O)C=1C(OC2=CC(=CC(=C2C1CC=1SC(=C(N1)C)C)C1=C(C=CC=C1)Cl)N(CC)CC)=O (2-chlorophenyl)(4,5-dimethylthiazol-2-yl)methyl-7-(diethylamino)-2-oxo-2H-chromene-3-carboxylic acid methyl ester